NC1=C(CO)C=CC(=C1)CO 2-amino-4-hydroxymethylbenzyl alcohol